tert-butyl 2-amino-3-cyano-5-fluoro-spiro[5,6-dihydro-cyclopenta[b]thiophene-4,3'-azetidine]-1'-carboxylate NC1=C(C2=C(S1)CC(C21CN(C1)C(=O)OC(C)(C)C)F)C#N